C(C)(C)(C)C1N(CCC(C1)N1N=C2C(=CC(=CC2=C1)B1OC(C(O1)(C)C)(C)C)F)C(=O)OC[C@@]1(CCOC2=CC(=CC=C12)Cl)N (S)-(4-amino-7-chlorochroman-4-yl)methanol tert-butyl-4-[7-fluoro-5-(4,4,5,5-tetramethyl-1,3,2-dioxaborolan-2-yl)indazol-2-yl]piperidine-1-carboxylate